(benzyl-(methyl)amino)-N-(4-hydroxyphenyl)-7-(1H-pyrazol-4-yl)pyrazolo[1,5-a]pyrimidine-2-carboxamide C(C1=CC=CC=C1)N(C)C=1C(=NN2C1N=CC=C2C=2C=NNC2)C(=O)NC2=CC=C(C=C2)O